C(=O)(OC(C)(C)C)NCCCBr N-Boc-3-aminopropyl bromide